C(C)(C)(C)OC(=O)N[C@H]1[C@H](CCC1)C(=O)O (1S,2R)-2-[(tert-butoxycarbonyl)amino]cyclopentane-1-carboxylic acid